The molecule is a glycopeptide consisting of the Ara6 epitope attached to an Ala-Asn-Ser-Ser-Phe-Ala-Pro-NH2 heptapeptide via a [(2-hydroxyethoxy)imino]acetyl linker. It contains a beta-D-Araf-(1->2)-alpha-D-Araf-(1->5)-[beta-D-Araf-(1->2)-alpha-D-Araf-(1->3)]-alpha-D-Araf-(1->5)-alpha-D-Araf-yl group. C[C@@H](C(=O)N[C@@H](CC(=O)N)C(=O)N[C@@H](CO)C(=O)N[C@@H](CO)C(=O)N[C@@H](CC1=CC=CC=C1)C(=O)N[C@@H](C)C(=O)N2CCC[C@H]2C(=O)N)NC(=O)/C=N/OCCO[C@@H]3[C@H]([C@@H]([C@H](O3)CO[C@@H]4[C@H]([C@@H]([C@H](O4)CO[C@@H]5[C@H]([C@@H]([C@H](O5)CO)O)O[C@H]6[C@H]([C@@H]([C@H](O6)CO)O)O)O[C@@H]7[C@H]([C@@H]([C@H](O7)CO)O)O[C@H]8[C@H]([C@@H]([C@H](O8)CO)O)O)O)O)O